BrC=1N=NC(=CC1)C(C)(C)C 3-bromo-6-tert-butylpyridazine